OCC1N(CCN(C1)C(=O)[O-])C(=O)OCCCC butyl 2-(hydroxymethyl)piperazine-1,4-dicarboxylate